3,5-Dichloropyrazine-2-carbonitrile ClC=1C(=NC=C(N1)Cl)C#N